COC1=C(C=CC(=C1)OC)C1=NC(=NC=C1)C=1C=CC(=C(C1)O)OC 5-(4-(2,4-Dimethoxyphenyl)pyrimidin-2-yl)-2-methoxyphenol